C(C)(C)C=1N(C2=CC=C(C=C2C1)OCOC)C1=CC(=NC=C1)C 2-isopropyl-5-(methoxymethyloxy)-1-(2-methylpyridin-4-yl)-1H-indole